sulfur copper lead zinc silver [Ag].[Zn].[Pb].[Cu].[S]